Cl.NC\C=C(\CN1C(=NC2=C1C=CC=C2C=2C=C(C=CC2)S(=O)(=O)NC2CC2)C)/F (Z)-3-(1-(4-amino-2-fluorobut-2-en-1-yl)-2-methyl-1H-benzo[d]imidazol-4-yl)-N-cyclopropylbenzenesulfonamide Hydrochloride